2-(3-(4-methoxybenzyl)-1-(pyridin-2-yl)-1H-1,2,4-triazol-5-yl)morpholine COC1=CC=C(CC2=NN(C(=N2)C2CNCCO2)C2=NC=CC=C2)C=C1